(S)-2-methyl-N-[1'-[(S)-2-methylpropan-2-sulfinyl]spiro[1-benzofuran-2,4'-piperidin]-3-ylidene]propane-2-sulfinamide CC(C)(C)[S@](=O)N=C1C2=C(OC13CCN(CC3)[S@@](=O)C(C)(C)C)C=CC=C2